4-amino-N'-(cyclopropanecarbonyl)-N-(4-(1-(difluoromethyl)-1H-pyrazol-4-yl)-2,5-difluorobenzyl)-N',1-dimethyl-1H-pyrazolo[4,3-c]quinoline-8-carbohydrazide NC1=NC=2C=CC(=CC2C2=C1C=NN2C)C(=O)N(N(C)C(=O)C2CC2)CC2=C(C=C(C(=C2)F)C=2C=NN(C2)C(F)F)F